FC1=CC=2C3(OCCC2S1)CNCC3 fluoro-6',7'-dihydro-spiro[pyrrolidine-3,4'-thieno[3,2-c]pyran]